FC=1C=C(C=C(C1)F)[C@@H]1CC[C@H]2OC3(C(N21)=O)CC(C3)O[C@H](C)C3=NC=C(C=C3)F trans-(1R,3R,5'S,7a'R)-5'-(3,5-difluorophenyl)-3-((S)-1-(5-fluoropyridin-2-yl)ethoxy)tetrahydro-3'H-spiro[cyclobutane-1,2'-pyrrolo[2,1-b]oxazol]-3'-one